C(C1CO1)OCC1=CC=C(C=C1)C=C p-vinylbenzyl glycidyl ether